(2S,4r)-1-[(2S)-3,3-dimethyl-2-[4-[(3-methylsulfonylphenoxy)methyl]triazol-1-yl]butyryl]-4-hydroxy-N-methyl-pyrrolidine-2-carboxamide CC([C@@H](C(=O)N1[C@@H](C[C@H](C1)O)C(=O)NC)N1N=NC(=C1)COC1=CC(=CC=C1)S(=O)(=O)C)(C)C